N1(CN(CN(C1)C(CCN(CCCCCCCCC)CCCCCCCCC)=O)C(CCN(CCCCCCCCC)CCCCCCCCC)=O)C(CCN(CCCCCCCCC)CCCCCCCCC)=O 1,1',1''-(1,3,5-triazinane-1,3,5-triyl)tris(3-(dinonylamino)propan-1-one)